COC1=C(C=CC=C1)C1=C(C(=O)NC=2SC(=NN2)OCCOC2=CC=CC=C2)C=CN=C1 3-(2-methoxyphenyl)-N-(5-(2-phenoxyethoxy)-1,3,4-thiadiazol-2-yl)isonicotinamide